C1(=CC=CC=C1)[C@@H](C)N.FC=1C(=C(C=CC1F)[C@H]1[C@@H](O[C@]([C@H]1C)(C(F)(F)F)C)C(=O)O)OC (2R,3S,4S,5R)-3-(3,4-Difluoro-2-methoxyphenyl)-4,5-dimethyl-5-(trifluoromethyl)tetrahydrofuran-2-carboxylic acid (R)-1-phenylethan-1-amine salt